CN(CCCC=1C(=O)NC(C1)=O)C (N',N'-dimethyl-3-aminopropyl)-maleimide